S(=O)(=O)(O)[O] sulfo-oxygen